2-(3-(2-(2-hydroxyphenyl)pyridin-6-yl)phenyl)-4,6-diphenyl-1,3,5-triazine OC1=C(C=CC=C1)C1=NC(=CC=C1)C=1C=C(C=CC1)C1=NC(=NC(=N1)C1=CC=CC=C1)C1=CC=CC=C1